((2S,3S)-3-(2-methylphenyl)-1,4-dioxaspiro[4.5]decan-2-yl)methyl sulfamate S(N)(OC[C@@H]1OC2(O[C@H]1C1=C(C=CC=C1)C)CCCCC2)(=O)=O